(R)-2-(4-((2-ethoxy-3-(4-(trifluoromethyl)phenoxy)propyl)thio)phenoxy)acetic acid C(C)O[C@@H](CSC1=CC=C(OCC(=O)O)C=C1)COC1=CC=C(C=C1)C(F)(F)F